C(C)(C)(C)OC(=O)N1CC2(C1)CN(C2)C=2C=C1C(N(C(C1=CC2)=O)C2C(NC(CC2)=O)=O)=O.CN(/C=C/C(=O)C2=CN=C1N2C=C(C=C1)I)C (E)-3-(dimethylamino)-1-(6-iodoimidazo[1,2-a]pyridin-3-yl)prop-2-en-1-one tert-butyl-6-[2-(2,6-dioxopiperidin-3-yl)-1,3-dioxoisoindol-5-yl]-2,6-diazaspiro[3.3]heptane-2-carboxylate